FC1=C(C=CC(=C1)F)C=1CCCC2=C(C1B1OC(C(O1)(C)C)(C)C)C=CC(=C2)C(=O)OC methyl 8-(2,4-difluorophenyl)-9-(4,4,5,5-tetramethyl-1,3,2-dioxaborolan-2-yl)-6,7-dihydro-5H-benzo[7]annulene-3-carboxylate